NC=1C=C(C(=C(C1)C(C(C)(O)C)(F)F)F)[C@@H](C)NC1=NC(=NC2=CC(=C(C=C12)OCCOC1CC1)OC)C (R)-1-(5-amino-3-(1-((6-(2-cyclopropoxyethoxy)-7-methoxy-2-methylquinazoline-4-yl)amino)ethyl)-2-fluorophenyl)-1,1-difluoro-2-methylpropan-2-ol